FC=1C=C(C=CC1N1C[C@H](CC1)OC(F)(F)F)C=1N=C(SC1C)N (S)-4-(3-fluoro-4-(3-(trifluoromethoxy)pyrrolidin-1-yl)phenyl)-5-methylthiazol-2-amine